1-((2R,5S)-4-(6-chloro-7-(3-(dimethylamino)-5-methyl-1H-indazol-4-yl)-2-(3-(dimethylamino)azetidin-1-yl)-8-fluoroquinazolin-4-yl)-2,5-dimethylpiperazin-1-yl)prop-2-en-1-one ClC=1C=C2C(=NC(=NC2=C(C1C1=C2C(=NNC2=CC=C1C)N(C)C)F)N1CC(C1)N(C)C)N1C[C@H](N(C[C@@H]1C)C(C=C)=O)C